O1[C@@H](COCC1)C=1C2=C(C(=NC1)OC)N=C(S2)NC(=O)N2CC1(CC2)CCOCC1 8-Oxa-2-aza-spiro[4.5]decane-2-carboxylic acid ((R)-7-[1,4]dioxan-2-yl-4-methoxy-thiazolo[4,5-c]pyridin-2-yl)-amide